1-((1S,4S)-5-(4-((3-chloro-4-(difluoromethoxy)-2-fluorophenyl)amino)pyrido[3,2-d]pyrimidin-6-yl)-2,5-diazabicyclo[2.2.2]octan-2-yl)prop-2-en-1-one ClC=1C(=C(C=CC1OC(F)F)NC=1C2=C(N=CN1)C=CC(=N2)N2[C@@H]1CN([C@H](C2)CC1)C(C=C)=O)F